C(C)(C)(CC)OOC1(CCCCC1)OOC(C)(C)CC 1,1-di-(tert-amyl-peroxy)cyclohexane